C(CCC)N1N=C(C=C1C)N 1-butyl-5-methyl-pyrazol-3-amine